FC1(C(CC1)C1=CC(=C(C=C1)N1N=C2CCNCC3C2=C1CCN3C(=O)[O-])O)F 2-(4-(2,2-difluorocyclobutyl)-2-hydroxyphenyl)-2,3,4,5a,6,7,8,9-octahydro-5H-1,2,5,7-tetraazabenzo[cd]azulene-5-carboxylate